(Z)-1-(4-((2-(6-chloroquinolin-4-yl)hydrazineylidene)methyl)phenyl)-N,N,N-trimethylmethanaminium iodide [I-].ClC=1C=C2C(=CC=NC2=CC1)N\N=C/C1=CC=C(C=C1)C[N+](C)(C)C